(2S,4R)-2-Benzyl 1-Tert-Butyl 4-(Benzyloxy)Pyrrolidine-1,2-Dicarboxylate C(C1=CC=CC=C1)O[C@@H]1C[C@H](N(C1)C(=O)OC(C)(C)C)C(=O)OCC1=CC=CC=C1